C(C)(C)(C)OC(=O)N1C=C(C2=CC=C(C=C12)C#N)C1=NC=2N(C(=C1)N[C@@H]1CN(CCC1)C(=O)OC(C)(C)C)N=CC2C#N (S)-3-(7-((1-(tert-butoxycarbonyl)piperidin-3-yl)amino)-3-cyanopyrazolo[1,5-a]pyrimidin-5-yl)-6-cyano-1H-indole-1-carboxylic acid tert-butyl ester